2-[(3R)-3-methyl-[1,4'-bipiperidin]-1'-yl]-N-[4-(trifluoromethyl)benzyl]-1,3-thiazole-5-carboxamide C[C@H]1CN(CCC1)C1CCN(CC1)C=1SC(=CN1)C(=O)NCC1=CC=C(C=C1)C(F)(F)F